C(N)(OC1=C(C(=CC=C1)C)OC(N)=O)=O 3-methyl-1,2-phenylene dicarbamate